4-(5-((2-oxo-2-(pyridin-4-yl)ethyl)thio)-1H-tetrazol-1-yl)benzoic acid O=C(CSC1=NN=NN1C1=CC=C(C(=O)O)C=C1)C1=CC=NC=C1